3-(2-methyl-5-nitro-1H-imidazol-1-yl)propan-1-amine trifluoroacetate FC(C(=O)O)(F)F.CC=1N(C(=CN1)[N+](=O)[O-])CCCN